3-(4-chloro-3-fluorophenyl)-4-(5-(3,5-dimethylisoxazol-4-yl)-1-((trans)-4-(methoxy-d3)cyclohexyl)-1H-benzo[d]imidazol-2-yl)-1-methyltetrahydropyrimidin-2(1H)-one ClC1=C(C=C(C=C1)N1C(N(CCC1C1=NC2=C(N1[C@@H]1CC[C@H](CC1)OC([2H])([2H])[2H])C=CC(=C2)C=2C(=NOC2C)C)C)=O)F